C(C)(C)(C)OC(=O)N1C(CCC1)C=1C=C(C=C2CCN(CC12)C(COC)=O)Cl 2-[6-chloro-2-(2-methoxyacetyl)-3,4-dihydro-1H-isoquinolin-8-yl]pyrrolidine-1-carboxylic acid tertiary Butyl ester